COC1=CC=C(C(C2=CC=C(C=C2)OC)(C2=CC=CC=C2)OC[C@@H]2[C@H](C[C@@H](O2)N2C(=O)N=C(NC(C3=CC=CC=C3)=O)C(=C2)C)O)C=C1 5'-O-(4,4'-dimethoxytrityl)-N4-benzoyl-2'-deoxy-5-methylcytidine